CN[C@@H]1CCCC[C@H]1NC (1R,2R)-(-)-N,N'-dimethylcyclohexane-1,2-diamine